C(=O)O.NCCOC1=CC(=C(C(=C1)C)NC(C1=NC=CC(=C1)C1=C(C=CC(=C1)Cl)Cl)=O)C N-(4-(2-Aminoethoxy)-2,6-dimethylphenyl)-4-(2,5-dichlorophenyl)picolinamide formic acid salt